6-azaspiro[3.4]octane-2-carboxylate C1C(CC12CNCC2)C(=O)[O-]